COC1=CC=C2C=C(C=NC2=C1)C1=CSC=C1 7-Methoxy-3-thiophen-3-yl-quinoline